CC1[Si](C(OO[Si](NCC1)(C)C)(C)C)(C)C heptamethyl-2,3-di-oxa-9-aza-1,3,5-trisilacyclononane